N-{4-[3-(3,4-Dimethylphenyl)-1,2,4-oxadiazol-5-yl]phenyl}-5-oxo-1-[(pyridin-3-yl)methyl]-pyrrolidine-3-carboxamide CC=1C=C(C=CC1C)C1=NOC(=N1)C1=CC=C(C=C1)NC(=O)C1CN(C(C1)=O)CC=1C=NC=CC1